N1(N=CC=C1)C=1SC=CC1NC(CC1=CC=C(C=C1)OC)=O N-(2-(1H-Pyrazol-1-yl)thiophen-3-yl)-2-(4-methoxyphenyl)acetamide